C(=C)C1=CC=C(C=C1)OB(O)O (p-vinylphenyl)boric acid